CN(CCOC=1C=CC(=C(C(=O)N[C@H](C)C2=CC(=CC(=C2)C=2C=NN(C2)C)C=2SC(=CC2)OC)C1)C)C (R)-5-(2-(dimethylamino)ethoxy)-N-(1-(3-(5-methoxythiophen-2-yl)-5-(1-methyl-1H-pyrazol-4-yl)phenyl)ethyl)-2-methylbenzamide